OC1=C(C=C(C=C1)C(CC)C1=CC(=C(C=C1)O)C(C)(C)C)C(C)(C)C 1,1-bis(4-hydroxy-3-tert-butylphenyl)propane